8,8-difluoro-2-(2-methylazetidin-1-yl)-5,6,7,8-tetrahydroquinazoline FC1(CCCC=2C=NC(=NC12)N1C(CC1)C)F